(2S,3S,4S,5R,6R)-6-((8-chloro-6,7-dihydro-cyclobut[g]quinolin-2-yl)(4-(trifluoromethoxy)phenyl)amino)-3,4,5-trihydroxy-tetrahydro-2H-pyran-2-carboxylic acid ClC=1C2=C(C=C3C=CC(=NC13)N([C@H]1[C@@H]([C@H]([C@@H]([C@H](O1)C(=O)O)O)O)O)C1=CC=C(C=C1)OC(F)(F)F)CC2